C(N)(=O)C=1C=CC(=C(C1)N=NC1=C(C(=CC2=CC=CC=C12)C(=O)NC1=CC=CC=C1)O)OC 4-((5-carbamoyl-2-methoxyphenyl)azo)-3-hydroxy-N-phenylnaphthalene-2-carboxamide